CSC1=CC=C(C=C1)OCC1=CC=C(C=C1)C methyl-(4-((4-methylbenzyl)oxy)phenyl)sulfane